5-[2-(4-chlorophenylamino)ethenyl]-4-methoxycarbonyl-3-(2,6-dichlorophenyl)isoxazole ClC1=CC=C(C=C1)NC=CC1=C(C(=NO1)C1=C(C=CC=C1Cl)Cl)C(=O)OC